ClC1=CC=C(C(=N1)C(=O)O)N[C@H](C)C1=NC(=CC(=C1)C)N1C(OC[C@@H]1CC=1C(=NN(C1)C)C)=O 6-Chloro-3-(((R)-1-(6-((S)-4-((1,3-dimethyl-1H-pyrazol-4-yl)methyl)-2-oxooxazolidin-3-yl)-4-methylpyridin-2-yl)ethyl)amino)picolinic acid